N1(CCC1)CC=1C=NC(=NC1)N1CCC(CC1)N1C(C(N(C2=CC=CC=C12)C)=O)=O 1-(1-(5-(azetidin-1-ylmethyl)pyrimidin-2-yl)piperidin-4-yl)-4-methyl-1,4-dihydroquinoxaline-2,3-Dion